2-tert-butyl-4-methoxy-5-nitro-pyridine C(C)(C)(C)C1=NC=C(C(=C1)OC)[N+](=O)[O-]